FC(CCS(=O)(=O)[O-])F 2,2-Difluoroethylmethanesulfonate